C(C1=CC=CC=C1)OC[C@@]1(C(C1)(F)F)COC1=NC2=C(C=C(C=C2C(=N1)N1C[C@@]2(CC[C@@H](C1)N2C(=O)OCCCC)C)F)F butyl (1S,S)-3-(2-(((R)-1-((benzyloxy)methyl)-2,2-difluorocyclopropyl)methoxy)-6,8-difluoroquinazolin-4-yl)-1-methyl-3,8-diazabicyclo[3.2.1]octane-8-carboxylate